N-hexyl-pyrrolidine trifluoroacetate FC(C(=O)O)(F)F.C(CCCCC)N1CCCC1